N-(3-(2-((4-morpholinylphenyl)amino)quinazolin-8-yl)phenyl)ethenesulfonamide N1(CCOCC1)C1=CC=C(C=C1)NC1=NC2=C(C=CC=C2C=N1)C=1C=C(C=CC1)NS(=O)(=O)C=C